4-methyl-5,6,7,8-tetrahydro-1,7-naphthyridin-2(1H)-one CC1=CC(NC=2CNCCC12)=O